C(#N)\N=C(/NCC1=CC(=CC=C1)O)\C1=CN=C2N1N=C(C=C2)N2[C@H](CCC2)C2=C(C=CC(=C2)F)SC (Z)-N'-cyano-6-[(2R)-2-[5-fluoro-2-(methylsulfanyl)phenyl]pyrrolidin-1-yl]-N-[(3-hydroxyphenyl)methyl]imidazo[1,2-b]pyridazine-3-carboximidamid